2-[3-[5,7-difluoro-2-(4-fluorophenyl)-1H-indol-3-yl]cyclobutyl]-N-[1-(hydroxy-methyl)cyclobutyl]acetamide FC=1C=C2C(=C(NC2=C(C1)F)C1=CC=C(C=C1)F)C1CC(C1)CC(=O)NC1(CCC1)CO